6-methyl-N5-(4-nitro-[1,1'-biphenyl]-3-yl)pyridine-2,5-diamine CC1=C(C=CC(=N1)N)NC=1C=C(C=CC1[N+](=O)[O-])C1=CC=CC=C1